tert-Butyl 4-((1-(tert-butoxycarbonyl)azetidin-3-yl)amino)-7-cyano-1H-indole-1-carboxylate C(C)(C)(C)OC(=O)N1CC(C1)NC1=C2C=CN(C2=C(C=C1)C#N)C(=O)OC(C)(C)C